allyl 5-(((((S)-1-oxo-1-propoxypropan-2-yl)amino)(2,2,2-trifluoroethoxy) phosphoryl) methyl)benzo[b]thiophene-2-carboxylate O=C([C@H](C)NP(=O)(OCC(F)(F)F)CC1=CC2=C(SC(=C2)C(=O)OCC=C)C=C1)OCCC